2-((tert-Butoxycarbonyl)amino)-3-(3-iodo-4-(((2-(trimethylsilyl)ethoxy)carbonyl)oxy)phenyl)propionic acid C(C)(C)(C)OC(=O)NC(C(=O)O)CC1=CC(=C(C=C1)OC(=O)OCC[Si](C)(C)C)I